The molecule is that one of the three tautomers of arsole that has the double bonds at positions 2 and 4. It is a tautomer of a 3H-arsole and a 2H-arsole. C1=C[As]C=C1